CN1C(CCC2=CC(=CC=C12)C1=CN=CC=2C(CCCC12)C(=O)N1CC(C1)OC1=NOC(=C1)C)=O 1-methyl-6-(8-(3-((5-methylisoxazol-3-yl)oxy)azetidine-1-carbonyl)-5,6,7,8-tetrahydroisoquinolin-4-yl)-3,4-dihydroquinolin-2(1H)-one